6-[(1R)-1-[4-methyl-5-(trifluoromethyl)-2-pyridinyl]ethyl]-2-azaspiro[3.3]heptane CC1=CC(=NC=C1C(F)(F)F)[C@H](C)C1CC2(CNC2)C1